N-(((2S,5S)-5-(4-Chlorobenzyl)-4-(4-(1,5-dimethyl-1H-pyrazol-3-yl)cyclohexyl)morpholin-2-yl)methyl)-1H-pyrazole-3-carboxamid ClC1=CC=C(C[C@H]2CO[C@H](CN2C2CCC(CC2)C2=NN(C(=C2)C)C)CNC(=O)C2=NNC=C2)C=C1